C(C1=CC(=C(C(=C1)C)CCCCC(=O)N)C)C1=CC(=C(C(=C1)C)CCCCC(=O)N)C [methylenebis(2,6-dimethyl-4,1-phenylene)]bis[pentanamide]